tert-butyl N-{2-[3-({2-[(4-cyclopentyl-2,6-difluorophenyl)carbamoyl]-4-nitrophenyl}sulfanyl)-4H-1,2,4-triazol-4-yl]ethyl}-N-methylcarbamate C1(CCCC1)C1=CC(=C(C(=C1)F)NC(=O)C1=C(C=CC(=C1)[N+](=O)[O-])SC1=NN=CN1CCN(C(OC(C)(C)C)=O)C)F